tert-butyl 4-(3-hydroxypropyl)piperidine-1-carboxylate OCCCC1CCN(CC1)C(=O)OC(C)(C)C